C(CCC)[C@H]1N(S(C2=C(NC1)C=C(C(=C2)O\C=C(\C(=O)O)/F)SC)(=O)=O)C (R,Z)-3-((3-butyl-2-methyl-7-(methylthio)-1,1-dioxido-2,3,4,5-tetrahydrobenzo[f][1,2,5]thiadiazepin-8-yl)oxy)-2-fluoroacrylic acid